FC1=CC=C(C=2N(C(=NC21)C2=NON=C2C)CC=2C=NC(=NC2)C#N)F 5-[[4,7-difluoro-2-(4-methyl-1,2,5-oxadiazol-3-yl)benzimidazol-1-yl]methyl]pyrimidine-2-carbonitrile